N-((1R,5S,8S)-3-(5-(4-(((R)-1-cyanoethyl)amino)-6-(3-cyanopyrrolo[1,2-b]pyridazin-7-yl)pyridin-3-yl)-1,3,4-thiadiazol-2-yl)-3-azabicyclo[3.2.1]oct-8-yl)cyclopropanecarboxamide C(#N)[C@@H](C)NC1=C(C=NC(=C1)C1=CC=C2N1N=CC(=C2)C#N)C2=NN=C(S2)N2C[C@H]1CC[C@@H](C2)C1NC(=O)C1CC1